tert-Butyl (2S,3R)-3-amino-4,4-difluoro-2-[(2-fluoro-3-hydroxyphenyl)methyl]pyrrolidine-1-carboxylate N[C@@H]1[C@@H](N(CC1(F)F)C(=O)OC(C)(C)C)CC1=C(C(=CC=C1)O)F